1-(Phenylsulfonyl)-1H-indole-2-carboxylic acid C1(=CC=CC=C1)S(=O)(=O)N1C(=CC2=CC=CC=C12)C(=O)O